BrC=1C=C(C=2N(C1)C=C(N2)C(=O)N2C[C@H]([C@@]1(CC2)NCC2=CC=CC=C2C1)O)C (6-bromo-8-methylimidazo[1,2-a]pyridin-2-yl)((3R,3'R)-3'-hydroxy-1,4-dihydro-2H-spiro[isoquinoline-3,4'-piperidin]-1'-yl)methanone